BrC1=CC(=C2C(=N1)C=NN2C)N2CCCC2 5-bromo-1-methyl-7-(pyrrolidin-1-yl)-1H-pyrazolo[4,3-b]pyridine